C1C2=CC=CC=C2C3=C1C(=CC=C3)I iodofluorene